14-(3-(trifluoromethyl)-5,6,7,8-tetrahydro-[1,2,4]triazolo[4,3-a]pyrazine-7-carboxamido)tetradecanoic acid FC(C1=NN=C2N1CCN(C2)C(=O)NCCCCCCCCCCCCCC(=O)O)(F)F